2-(6-chloropyridin-3-yl)-4-(1H-pyrazol-1-yl)-4,5-dihydro-oxazole ClC1=CC=C(C=N1)C=1OCC(N1)N1N=CC=C1